N1=CNC2=NC=CC(=C21)C=2C=NN(C2)C2=CC=C(C=N2)[C@](C(F)(F)F)(O)C2CN(CC2)C (R)-1-(6-(4-(3H-imidazo[4,5-b]pyridin-7-yl)-1H-pyrazol-1-yl)pyridin-3-yl)-2,2,2-trifluoro-1-(1-methylpyrrolidin-3-yl)ethanol